C(#N)CC(CC(=O)OCC)(C)C ethyl 4-cyano-3,3-dimethylbutyrate